acrylamidopropyl-methyldimethoxysilane C(C=C)(=O)NCCC[Si](OC)(OC)C